butyl (1-benzylazetidin-3-yl)carbamate C(C1=CC=CC=C1)N1CC(C1)NC(OCCCC)=O